OCCCC(C=1N=NNC1)N(C(CCCO)C=1N=NNC1)C(CCCO)C=1N=NNC1 tri(3-hydroxypropyl-triazolylmethyl)amine